Naphthyl Ketone C1=CC=C2C(=C1)C=CC=C2C(=O)C3=CC=CC4=CC=CC=C43